2-(4-(6-((4-chloro-2-fluorobenzyl)oxy)pyridin-2-yl)-2,6-difluorophenoxy)-1-(oxetan-2-ylmethyl)-1H-benzo[d]imidazole-6-carboxylic acid methyl ester COC(=O)C=1C=CC2=C(N(C(=N2)OC2=C(C=C(C=C2F)C2=NC(=CC=C2)OCC2=C(C=C(C=C2)Cl)F)F)CC2OCC2)C1